C(C)(C)(C)OC(NC1CCC(CC1)N)=O ((1r,4r)-4-aminocyclohexyl)carbamic acid tert-butyl ester